C(C1=CC=CC=C1)OC1(CC1)C(C=1C(=C(C=CC1)[C@@H](C)N[S@@](=O)C(C)(C)C)F)(F)F (S)-N-((R)-1-(3-((1-(benzyloxy)cyclopropyl)difluoromethyl)-2-fluorophenyl)ethyl)-2-methylpropane-2-sulfinamide